C1(=CC=CC=C1)C1=CC=CC=2N=C(SC21)C(=O)N[C@@H]2C(N(C=1N(CC2)N=CC1)C)=O |r| 7-Phenyl-N-[rac-(6S)-4-methyl-5-oxo-7,8-dihydro-6H-pyrazolo[1,5-a][1,3]diazepin-6-yl]-1,3-benzothiazol-2-carboxamid